N,N-bis(dimethylaminopropyl)-N-(2-hydroxypropyl)amine CN(C)CCCN(CC(C)O)CCCN(C)C